tert-butyl (S)-4-(7-cyclohexyl-5-iodo-7H-pyrrolo[2,3-d]pyrimidin-4-yl)-3-methylpiperazine-1-carboxylate C1(CCCCC1)N1C=C(C2=C1N=CN=C2N2[C@H](CN(CC2)C(=O)OC(C)(C)C)C)I